CC1=NN(C([C@]12[C@@H](N(C1=CC=CC=C1[C@@H]2C=C)S(=O)(=O)C2=CC=C(C)C=C2)C2=CC=C(C=C2)C(F)(F)F)=O)C2=CC=CC=C2 (2'S,4R,4'S)-3-methyl-1-phenyl-1'-tosyl-2'-(4-(trifluoromethyl)phenyl)-4'-vinyl-1',4'-dihydro-2'H-spiro[pyrazole-4,3'-quinolin]-5(1H)-one